Methyl 6-[4-(fluoromethyl) phenyl]-3-oxo-2,3,4,5-tetrahydropyridazine-4-carboxylate FCC1=CC=C(C=C1)C=1CC(C(NN1)=O)C(=O)OC